FC=1C(=NC=CC1)[C@H](C)NC=1SC(=CN1)C(=O)N1CCC(CC1)N1CC(CCC1)C(C)C (2-{[(1S)-1-(3-Fluoropyridin-2-yl)ethyl]amino}-1,3-thiazol-5-yl)(3-isopropyl[1,4'-bipiperidine]-1'-yl)methanone